(2S,4S)-4-[[(5R)-3-(3,5-difluorophenyl)-5-methyl-4H-isoxazole-5-carbonyl]amino]tetrahydrofuran-2-carboxylic acid FC=1C=C(C=C(C1)F)C1=NO[C@](C1)(C(=O)N[C@H]1C[C@H](OC1)C(=O)O)C